C(C)(C)(C)OC(NCCOC1=CC(=CC=C1)C(C1CCNCC1)C1=CC=CC=C1)=O (2-(3-(phenyl-(piperidin-4-yl)methyl)phenoxy)ethyl)carbamic acid tert-butyl ester